NC1=NC(=C(C(=N1)NCCCC)CC=1C=C(C(=O)O)C=CC1OC)C 3-((2-amino-4-(butylamino)-6-methylpyrimidin-5-yl)methyl)-4-methoxybenzoic acid